C1(=CC=CC=C1)C1=NC=CC(=C1)OC1C(CCCC1)CC 2-phenyl-4-(2-ethylcyclohexyloxy)pyridine